trimethoxysilylmethyl-bis(trimethoxysilylpropylamino)methyl ethyl sulfide C(C)SC(NCCC[Si](OC)(OC)OC)(NCCC[Si](OC)(OC)OC)C[Si](OC)(OC)OC